5-(4-((1S,2R)-[1,1'-bi(cyclopropane)]-2-yl)pyrrolo[1,2-b]pyridazine-2-yl)pyrimidine-2,4(1H,3H)-dione [C@@H]1([C@@H](C1)C=1C=2N(N=C(C1)C=1C(NC(NC1)=O)=O)C=CC2)C2CC2